S1C=NC2=C1C=CC(=C2)[C@@H]2NC[C@H](CC2)C (2R,5S)-2-(benzo[d]thiazol-5-yl)-5-methylpiperidin